CC=1N=CC=2C(N1)=CC(N(C2)N2CCOCC2)=O 2-methyl-6-morpholinylpyrido[4,3-d]pyrimidin-7(6H)-one